8-(2-chloro-3-fluorophenyl)-4-fluoro-9-(4-((1-(3-fluoropropyl)azetidin-3-yl)methyl)phenyl)-6,7-dihydro-5H-benzo[7]annulene-3-carboxylic acid ClC1=C(C=CC=C1F)C=1CCCC2=C(C1C1=CC=C(C=C1)CC1CN(C1)CCCF)C=CC(=C2F)C(=O)O